2-[3-fluoro-5-[(1R)-1-methyl-2-(4-methyl-1,2,4-triazol-3-yl)ethyl]phenyl]-4-(trifluoromethyl)isoindolin-1-one FC=1C=C(C=C(C1)[C@@H](CC1=NN=CN1C)C)N1C(C2=CC=CC(=C2C1)C(F)(F)F)=O